C(C)(=O)C1=C(C=C(C=C1)Cl)C1=CC(N(C=C1OC)C(C(=O)O)CC1=CC=C(C=C1)[N+](=O)[O-])=O 2-(4-(2-acetyl-5-chlorophenyl)-5-methoxy-2-oxopyridin-1(2H)-yl)-3-(4-nitrophenyl)propionic acid